ClC=1C=NC(=C2C(C=C(N(C12)C1=C(C=CC=C1Cl)Cl)C)=O)NCCOCCOCCOCCO 8-chloro-1-(2,6-dichlorophenyl)-5-((2-(2-(2-(2-hydroxyethoxy)ethoxy)ethoxy)eth-yl)amino)-2-methyl-1,6-naphthyridin-4(1H)-one